FC=1C(=NC(=NC1)NC1=CN2C=CC=C2C=C1)NC1=CC(=CC=C1)O 5-fluoro-N4-(3-hydroxyphenyl)-N2-(indolizin-6-yl)-2,4-pyrimidinediamine